C1(=CC=C(C=C1)P([O-])(=O)OC1=C(C=CC(=C1C(C)(C)C)CC)C(C)(C)C)C1=CC=C(C=C1)P([O-])(=O)[O-] (2,6-di-t-butyl-5-ethylphenyl) 4,4'-biphenylbisphosphonate